2-((4-(7-(((2S,5R)-5-(Cyclopropanesulfonamido)tetrahydro-2H-pyran-2-yl)methyl)-2,7-diazaspiro[3.5]nonan-2-yl)pyrimidin-5-yl)oxy)-5-fluoro-N,N-diisopropylbenzamide C1(CC1)S(=O)(=O)N[C@@H]1CC[C@H](OC1)CN1CCC2(CN(C2)C2=NC=NC=C2OC2=C(C(=O)N(C(C)C)C(C)C)C=C(C=C2)F)CC1